(3R)-4-[7-(1-cyclopropyl-1H-1,2,3-triazol-5-yl)-3-[3-methyl-1-(oxan-2-yl)-1H-pyrazol-5-yl]-[1,2]thiazolo[4,5-b]pyridin-5-yl]-3-methylmorpholine C1(CC1)N1N=NC=C1C1=C2C(=NC(=C1)N1[C@@H](COCC1)C)C(=NS2)C2=CC(=NN2C2OCCCC2)C